C(CCC)[C@@H]1CS(C2=C(N(C1)C1=CC=C(C=C1)F)C=C(C(=C2)O/C=C/C(=O)O)SC)(=O)=O (S)-(E)-3-((3-butyl-5-(4-fluorophenyl)-7-(methylsulfanyl)-1,1-dioxo-2,3,4,5-tetrahydro-1,5-benzothiazepin-8-yl)oxy)acrylic acid